4-(2-amino-2-methylpropionyl)-N-(1-(6-(((1R,3S)-3-aminocyclopentyl)amino)-5,6,7,8-tetrahydronaphthalen-2-yl)-2-oxo-1,2-dihydropyrimidin-4-yl)piperazine-1-carboxamide hydrochloride Cl.NC(C(=O)N1CCN(CC1)C(=O)NC1=NC(N(C=C1)C1=CC=2CCC(CC2C=C1)N[C@H]1C[C@H](CC1)N)=O)(C)C